COS(=O)(=O)[O-].C(CCCCCCCCCCCCCCCCC)(=O)OCC[N+](C)(CCO)CCOC(CCCCCCCCCCCCCCCCC)=O N,N-bis(stearoyloxyethyl)N-(2-hydroxyethyl)N-methyl-ammonium methyl-sulfate